2,2-difluoro-1-((2-fluoro-ethoxy)methoxy)propane FC(COCOCCF)(C)F